ClC1=C2C(=NC=C1OC=1C=C3C(=NC1)NC(=C3)C3CC3)N=C(N2C)NC=2C(N(C=C(C2)C(F)(F)F)C)=O 3-((7-chloro-6-((2-cyclopropyl-1H-pyrrolo[2,3-b]pyridin-5-yl)oxy)-1-methyl-1H-imidazo[4,5-b]pyridin-2-yl)amino)-1-methyl-5-(trifluoromethyl)pyridin-2(1H)-one